C=C(C(C1=C(C(=C(C(=C1C)C)C)C)O)(C1=CC=CC=2NN=NC21)C2=CC=CC=1NN=NC12)CC MethylenBisbenzotriazolyltetramethylbutylphenol